C(C)(C)OC1=CC(=NN1C1=CC=C(C#N)C=C1)C(F)(F)F 4-[5-isopropoxy-3-(trifluoromethyl)pyrazol-1-yl]benzonitrile